O1CC12CCC2 1-oxaspiro[2.3]hexane